N=1C=C(N2C1C=CC=C2)[C@H]2CN(CCN2C)C2=NC(=NC(=C2)C(C)C)N (R)-4-(3-(imidazo[1,2-a]pyridin-3-yl)-4-methylpiperazin-1-yl)-6-isopropylpyrimidin-2-amine